C(CCCC)(=O)O[C@H]1CC[C@@H]2[C@@]1(CC[C@@H]1[C@]3(CCC=4N=C(SC4C3=CC[C@@H]21)NC2=CC=CC=C2)C)C (5aR,5bS,7aS,8S,10aS,10bR)-5a,7a-dimethyl-2-(phenylamino)-5,5a,5b,6,7,7a,8,9,10,10a,10b,11-dodecahydro-4H-cyclopenta[7,8]phenanthro[2,1-d]thiazol-8-yl pentanoate